4-((1-Methoxyprop-2-yl)oxy)-2-(thiazol-5-yl)quinolin-6-amine COCC(C)OC1=CC(=NC2=CC=C(C=C12)N)C1=CN=CS1